ClC=1C=C2C(=CNC2=CC1)C1CCN(CC1)C(=O)C=1C=CC2=C(NC(CO2)=O)C1 6-[4-(5-Chloro-1H-indol-3-yl)piperidine-1-carbonyl]-4H-1,4-benzoxazin-3-one